4-(6-nitro-1H-benzo[d]imidazole-4-yl)thiazole [N+](=O)([O-])C=1C=C(C2=C(NC=N2)C1)C=1N=CSC1